ClC1=CC=C(C=C1)C1=CC(=C(C(=C1)C(=O)N)NC(CCO)=O)C1=CC=C(C=C1)S(N)(=O)=O 4-chloro-4'-(3-hydroxypropanamido)-4''-sulfamoyl-[1,1':3',1''-terphenyl]-5'-carboxamide